C[C@H](CC[C@@H](C)C(=CO)C)[C@H]1CC[C@@H]2[C@@]1(CC[C@H]3[C@H]2CCC4[C@@]3(CCCC4)C)C Campestenol